1,6-bis((7-oxabicyclo[4.1.0]heptane-3-yl)methoxy)hexane C12CC(CCC2O1)COCCCCCCOCC1CC2OC2CC1